NC=1C=2N(C(=C(N1)C1=C(C#N)C=CC=C1)C1=NC=NC=C1)N=C(C2)C(=O)N2CCCCC2 (4-amino-2-(piperidine-1-carbonyl)-7-(pyrimidin-4-yl)pyrazolo[1,5-a]pyrazin-6-yl)benzonitrile